1,2-diallyl-1,1,2,2-tetrapropyldisilane C(C=C)[Si]([Si](CCC)(CCC)CC=C)(CCC)CCC